ClC1=C(C=CC=C1)C1=CC(=C(C(=C1)Cl)Cl)Cl 2',3,4,5-tetrachlorobiphenyl